methyl 2-((S)-1-(4-(2-(4-chloro-2-fluorophenyl)-2-methylbenzo[d][1,3]dioxol-4-yl)-piperazin-1-yl) ethyl)-3-(((S)-oxetan-2-yl) methyl)-3H-imidazo[4,5-b]pyridine-5-carboxylate ClC1=CC(=C(C=C1)C1(OC2=C(O1)C=CC=C2N2CCN(CC2)[C@@H](C)C2=NC=1C(=NC(=CC1)C(=O)OC)N2C[C@H]2OCC2)C)F